CN1CCN(CC1)C1=CC=C(C=C1)N (4-(4-methylpiperazin-1-yl)phenyl)ammonia